1-[2-(pyrazol-1-yl)phenyl]methanamine N1(N=CC=C1)C1=C(C=CC=C1)CN